C(CCCCC)C1C(=O)OCCCC1 Monohexyl-ε-caprolacton